7-(4,4,5,5-tetramethyl-1,3,2-dioxaborolan-2-yl)quinazoline CC1(OB(OC1(C)C)C1=CC=C2C=NC=NC2=C1)C